5'-chloro-7'-oxo-N-(oxolan-2-ylmethyl)-7',8'-dihydro-6'H-spiro[cyclohexane-1,9'-furo[2,3-f]quinazoline]-2'-carboxamide ClC=1C=C2C(=C3C4(NC(NC13)=O)CCCCC4)OC(=C2)C(=O)NCC2OCCC2